tert-butyl 1-[5-(2,4-dioxo-1,3-diazinan-1-yl)pyridin-2-yl]piperidine-4-carboxylate O=C1N(CCC(N1)=O)C=1C=CC(=NC1)N1CCC(CC1)C(=O)OC(C)(C)C